2,4,5-trichlorophenoxy-α-propionic acid CC(C(=O)O)OC1=CC(=C(C=C1Cl)Cl)Cl